N-(2-chlorophenyl)-4-[[2-[4-[[4-[2-[4-[5-(2,6-dioxo-3-piperidyl)-2-pyridyl]piperazin-1-yl]ethyl]-1-piperidyl]carbamoyl]anilino]-5-fluoro-pyrimidin-4-yl]amino]benzamide Calcium [Ca].ClC1=C(C=CC=C1)NC(C1=CC=C(C=C1)NC1=NC(=NC=C1F)NC1=CC=C(C=C1)C(NN1CCC(CC1)CCN1CCN(CC1)C1=NC=C(C=C1)C1C(NC(CC1)=O)=O)=O)=O